N-(3-Chloro-4-(4-(dimethylglycyl)piperazine-1-carbonyl)phenyl)-5-(4-(cyanomethoxy)-2,3-difluorophenyl)-1-methyl-1H-imidazole-2-carboxamide ClC=1C=C(C=CC1C(=O)N1CCN(CC1)C(CN(C)C)=O)NC(=O)C=1N(C(=CN1)C1=C(C(=C(C=C1)OCC#N)F)F)C